1,8-diaminop-menthane NC1(CCC(CC1)C(C)(C)N)C